FC=1C(C(C=CC1C1=NC=CC(=N1)C)C1=C(NC(=C1C1=CC=C(C=C1)NC(C(=C)F)=O)C)C(=O)N)=O 3-(3-Fluoro-4-(4-methylpyrimidin-2-yl)oxo-phenyl)-4-(4-(2-fluoroprop-2-eneamido)phenyl)-5-methyl-1H-pyrrole-2-carboxamide